ClC1=C(C(=O)N[C@H](C(=O)O)CC=2C=CC(=C3C=CC=NC23)C2=NC=C(C=C2OC)F)C(=CC=C1)Cl (S)-2-(2,6-dichlorobenzoylamino)-3-(5-(5-fluoro-3-methoxypyridin-2-yl)quinolin-8-yl)propionic acid